BrC=1C=C(C(=NC1)C1=NC=C2N=C(N(C2=N1)C)C(F)(F)F)SCC 2-(5-bromo-3-(ethylsulfanyl)pyridin-2-yl)-9-methyl-8-(trifluoromethyl)-9H-purine